ClC=1C(=C(C=CC1)NC1=NC=NC2=CC(=C(C=C12)OC(C)(C)C1=NC=CC=N1)OC1CC1)F N-(3-chloro-2-fluorophenyl)-7-cyclopropoxy-6-{[2-(pyrimidin-2-yl)propan-2-yl]oxy}quinazolin-4-amine